C1(CC1)NC1=C(C(=CC=C1)F)S(=O)(=O)N 2-(cyclopropylamino)-6-fluorobenzene-1-sulfonamide